[Br-].[Br-].C(CCCCCCC)[N+]1=CC=C(C=C1)C1=CC=[N+](C=C1)CCCCCCCC N,N'-dioctyl-4,4'-bipyridinium dibromide